5-methylisoxazole hydrochloride Cl.CC1=CC=NO1